CCC(CC)OOC(CCCCCCCC(CCCCCCCCCC)N(CCCCCCCCC(OOC(CC)CC)=O)C(CCCCN(C)C)=O)=O 9-(5-(Dimethylamino)-N-(9-oxo-9-((3-pentyloxy)oxy)nonyl)-pentanoylamino)-nonadecanoic acid 3-pentyloxy ester